(1S,2S,5R)-3-(t-butoxycarbonyl)-3-azabicyclo[3.1.0]hexane-2-carboxylic acid C(C)(C)(C)OC(=O)N1[C@@H]([C@H]2C[C@H]2C1)C(=O)O